ClC1=C(C=CC=C1)[C@H]1CC[C@H](N1C(C1=CC(=C(C=C1)N1CCOCC1)C)=O)C(=O)O (2S,5R)-5-(2-chlorophenyl)-1-(3-methyl-4-morpholinylbenzoyl)pyrrolidine-2-carboxylic acid